OCCCCCN1CN(CN(C1)CCCCCO)CCCCCO hexahydro-1,3,5-tris(hydroxypentyl)-s-triazine